C1(=CC=CC=C1)P(O)(O)C1=CC=CC=C1.C1(=CC=CC=C1)P(O)(O)C1=CC=CC=C1.CC(C)(CCCC(C)(O)C)O 2,6-dimethyl-2,6-heptanediol bis(diphenylphosphonite)